N1(N=CC=C1)CC1=CC=CC2=C1CCCO2 5-((1H-pyrazol-1-yl)methyl)-3,4-dihydro-2H-benzopyran